C1(CCCC1)CCC1=NC(=NO1)C1=CC2=C(N(C=N2)CCCC(=O)N2CCCC2)C=C1 4-(5-(5-(2-cyclopentylethyl)-1,2,4-oxadiazol-3-yl)-1H-benzo[d]imidazol-1-yl)-1-(pyrrolidin-1-yl)butan-1-one